N1C(NC(NC1=S)=S)=S 1,3,5-triazine-2,4,6-trithione